3,4-dimethoxytetrahydroisoquinoline COC1NCC2=CC=CC=C2C1OC